Methyl (S)-6-(3,5-dimethylisoxazol-4-yl)-1-methyl-4-(phenyl (tetrahydro-2H-pyran-4-yl)methyl)-1,4-dihydropyrazolo[3',4':4,5]pyrrolo[3,2-b]pyridine-3-carboxylate CC1=NOC(=C1C=1C=C2C(=NC1)C1=C(N2[C@@H](C2CCOCC2)C2=CC=CC=C2)C(=NN1C)C(=O)OC)C